rac-5-{2-[(2R,5S)-2-(5-Fluoropyridin-3-yl)-5-methylpiperidin-1-yl]-2-oxoacetamido}pyridine-3-carboxamide FC=1C=C(C=NC1)[C@@H]1N(C[C@H](CC1)C)C(C(=O)NC=1C=C(C=NC1)C(=O)N)=O |r|